N-(beta-aminoethyl)-beta-aminoethyl-triethoxysilane NCCNCC[Si](OCC)(OCC)OCC